C(C)(C)(C)OC(NCC1=NC2=C(N1)C=CC(=C2)NC(CC21CC3CC(CC(C2)C3)C1)=O)=O.C(C1=CC=CC=C1)(=O)N1CCN(CC1)CC(=O)NC1=CC(=C(C(=C1)OC)OC)OC 2-(4-Benzoylpiperazin-1-yl)-N-(3,4,5-trimethoxyphenyl)acetamide tert-butyl-N-[[5-[[2-(1-adamantyl)acetyl]amino]-1H-benzimidazol-2-yl]methyl]carbamate